NC1=NC=NC=2N(C3=C(C=C(C=C3C21)C=2OC=CC2)C)CC(=O)O 2-(4-amino-6-(furan-2-yl)-8-methyl-9H-pyrimido[4,5-b]indol-9-yl)acetic acid